2-[2-(aminomethyl)-3,3-difluoro-allyl]-4-[[6-(4-methylsulfonylphenyl)benzothiophen-2-yl]methyl]-1,2,4-triazol-3-one NCC(CN1N=CN(C1=O)CC=1SC2=C(C1)C=CC(=C2)C2=CC=C(C=C2)S(=O)(=O)C)=C(F)F